CCC(CC)NC(=O)C1=CN=C(O1)C=1C=C(C=CC1)C1=CC(=NN1)C(=O)N[C@@H](C)C(=O)OC methyl (5-(3-(5-(pentan-3-ylcarbamoyl)oxazol-2-yl)phenyl)-1H-pyrazole-3-carbonyl)-L-alaninate